C[C@H](CCC(C(C)C=O)O)[C@H]1CC[C@@H]2[C@@]1([C@H](C[C@H]3[C@H]2[C@@H](C[C@H]4[C@@]3(CC[C@H](C4)O)C)O)O)C The molecule is a 3alpha-hydroxy steroid, a 7alpha-hydroxy steroid, a 12alpha-hydroxy steroid, a 24-hydroxy steroid, a 26-oxo steroid and a steroid aldehyde. It has a role as a bile acid metabolite.